1-(3,4-difluorophenyl)-3-((6-methoxy-1-methyl-1H-benzimidazol-7-yl)methyl)urea FC=1C=C(C=CC1F)NC(=O)NCC1=C(C=CC2=C1N(C=N2)C)OC